chlorine samarium oxide [O-2].[Sm+3].[Cl+].[O-2]